CC(CCCC)=O 2-hexanone